FC1=C(C(=CC(=C1)OC)F)C1=C(C(N(N1C)C1=NC(=CC=C1C(F)(F)F)N[C@@H](CO)C)=O)NC(C1=CC=C(C=C1)OC(F)F)=O N-[5-(2,6-difluoro-4-methoxyphenyl)-2-(6-{[(2R)-1-hydroxypropan-2-yl]amino}-3-(trifluoromethyl)pyridin-2-yl)-1-methyl-3-oxo-2,3-dihydro-1H-pyrazol-4-yl]-4-(difluoromethoxy)benzamide